(3-(benzylthio)phenyl)(5''-bromodispiro[cyclopropane-1,1'-cyclohexane-4',3''-indolin]-1''-yl)methanone C(C1=CC=CC=C1)SC=1C=C(C=CC1)C(=O)N1CC2(C3=CC(=CC=C13)Br)CCC1(CC2)CC1